BrC=1C=C2C(=NNC2=C(C1)C(=O)O)I 5-bromo-3-iodo-1H-indazole-7-carboxylic acid